C(C(C)(C)C)(=O)OOC(C)(C)C1=CC=CC=C1 α-cumyl peroxypivalate